4-(((4R)-4-((3R,10S,13R)-3-methoxy-10,13-dimethylhexadecahydro-1H-cyclopenta[a]phenanthren-17-yl)pentyl)amino)butan-1-ol CO[C@@H]1CC[C@@]2(C3CC[C@@]4(C(CCC4C3CCC2C1)[C@@H](CCCNCCCCO)C)C)C